5-(tert-butoxycarbonyl)-3-methyl-5,6,7,8-tetrahydro-4H-pyrazolo[1,5-a][1,4]diazepine-2-carboxylic acid C(C)(C)(C)OC(=O)N1CC=2N(CCC1)N=C(C2C)C(=O)O